FC(C1=NC(=NC(=C1)C(F)(F)F)N1[C@H](C=2NC3=CC=C(C=C3C2CC1)Cl)C[C@@H]1COCCC1)(F)F (1S)-2-[4,6-bis(trifluoromethyl)pyrimidin-2-yl]-6-chloro-1-{[(3R)-oxan-3-yl]methyl}-2,3,4,9-tetrahydro-1H-pyrido[3,4-b]indole